C(C)OC(C1=C(C=CC=C1)N1CCOCC1)=O 2-morpholin-4-ylbenzoic acid ethyl ester